1-(2-nitro-benzenesulfonylamino)-cyclopropanecarboxylic acid benzyl ester C(C1=CC=CC=C1)OC(=O)C1(CC1)NS(=O)(=O)C1=C(C=CC=C1)[N+](=O)[O-]